CCCCCCCCCCCCCCCCCCCCCC(=O)OC[C@H](COP(=O)(O)OC[C@@H](C(=O)O)N)OC(=O)CCCCCCC/C=C\CCCC 1-docosanoyl-2-(9Z-tetradecenoyl)-glycero-3-phosphoserine